(R)-N-((S)-1'-(3-((2,3-dichlorophenyl)mercapto)-4-cyano-1H-pyrazolo[3,4-d]pyrimidin-6-yl)-5,7-dihydrospiro[cyclopenta[B]pyridin-6,4'-piperidin]-5-yl)-2-methylpropan-2-sulfinamide ClC1=C(C=CC=C1Cl)SC1=NNC2=NC(=NC(=C21)C#N)N2CCC1(CC2)[C@@H](C=2C(=NC=CC2)C1)N[S@](=O)C(C)(C)C